Cl.C=1(C=CN2C=CC=CC12)CC(CC)NC 1-(indolizin-1-yl)-N-methylbutan-2-amine HCl salt